C(=O)O.CNC1(CC2=C(OC1)C=CS2)C N,6-dimethyl-5,7-dihydrothieno[3,2-b]pyran-6-amine formate salt